FC=1C=C2CCN(CC2=CC1)C1=CC(=C(C(=C1)C)NC(CC12CC(C1)(C2)F)=O)C N-(4-(6-fluoro-3,4-dihydroisoquinolin-2(1H)-yl)-2,6-dimethylphenyl)-2-(3-fluorobicyclo[1.1.1]pentan-1-yl)acetamide